N1=CC=C(C=C1)C=1C=NC2=CC=CC=C2C1 3-(4-Pyridinyl)quinoline